(S)-4-(6-((1-(6-(4-fluoro-1H-pyrazol-1-yl)pyridin-3-yl)ethyl)(methyl)amino)pyridine-3-yl)-6-(2,2,2-trifluoroethoxy)pyrazolo[1,5-a]pyridine-3-carbonitrile FC=1C=NN(C1)C1=CC=C(C=N1)[C@H](C)N(C1=CC=C(C=N1)C=1C=2N(C=C(C1)OCC(F)(F)F)N=CC2C#N)C